COCC=1C=C(C=C(C1)C=C)O 3-(methoxymethyl)-5-vinylphenol